C(C)N(C1=CC=C(C=C1)/C(/C#N)=C/C1=C(C=C(C(=C1)OC)\C=C(/[N+]#[C-])\C1=CC=C(C=C1)N(CC)CC)OC)CC (Z)-2-(4-(diethylamino)phenyl)-3-(4-((Z)-2-(4-(diethylamino)phenyl)-2-isocyanovinyl)-2,5-dimethoxyphenyl)acrylonitrile